3-[5-(1,3-dioxolan-2-yl)thiophen-2-yl]5-(trifluoromethyl)-1,2,4-oxadiazole O1C(OCC1)C1=CC=C(S1)C1=NOC(=N1)C(F)(F)F